[2-[2-(1,3-benzothiazol-5-yl)ethyl]-3-chloro-6-fluoro-phenyl]-5-hydroxy-2,6-dimethyl-pyridazin-3-one S1C=NC2=C1C=CC(=C2)CCC2=C(C(=CC=C2Cl)F)C=2C(N(N=C(C2O)C)C)=O